trans-N-[3-[6-(4-hydroxyphenyl)-1-tetrahydropyran-2-yl-indazol-4-yl]oxetanyl]-N-methyl-carbamic acid tert-butyl ester C(C)(C)(C)OC(N(C)[C@@H]1OC[C@H]1C1=C2C=NN(C2=CC(=C1)C1=CC=C(C=C1)O)C1OCCCC1)=O